N1(CCOCC1)C(=O)C=1C=C2C=C(C(=NC2=CC1)C=O)C1=CC=CC2=CC=CC=C12 6-(morpholine-4-carbonyl)-3-(naphthalen-1-yl)quinoline-2-carbaldehyde